rel-N-[(1R)-1-(5-Cyano-3-methylpyrazin-2-yl)ethyl]-2-(5,6-difluoro-2-oxo-1,4-dihydroquinazolin-3-yl)acetamide C(#N)C=1N=C(C(=NC1)[C@@H](C)NC(CN1C(NC2=CC=C(C(=C2C1)F)F)=O)=O)C |o1:8|